FC1=C2C3=C(NC2=C(C=C1F)NC)N=CC(=C3N3CC1N(CCCC1C3)C)C=3C=C1C(C(=CN(C1=NC3)C)C(=O)O)=O 6-[5,6-difluoro-4-(1-methyl-3,4,4a,5,7,7a-hexahydro-2H-pyrrolo[3,4-b]pyridin-6-yl)-8-(methylamino)-9H-pyrido[2,3-b]indol-3-yl]-1-methyl-4-oxo-1,8-naphthyridine-3-carboxylic acid